6-[(6-bromo-2-pyridinyl)oxymethyl]-5-(3-hydroxy-prop-1-ynyl)pyridine-3-carbonitrile BrC1=CC=CC(=N1)OCC1=C(C=C(C=N1)C#N)C#CCO